tert-butyl (2R,5S)-5-[2-(4-chloro-3-fluorophenoxy)acetamido]-2-({[4-(trifluoromethyl)furan-2-yl]methyl}carbamoyl)piperidine-1-carboxylate ClC1=C(C=C(OCC(=O)N[C@H]2CC[C@@H](N(C2)C(=O)OC(C)(C)C)C(NCC=2OC=C(C2)C(F)(F)F)=O)C=C1)F